tert-Butyl 4-(3'-cyano-5'-(4-(4-(trifluoromethyl)phenyl)-1H-1,2,3-triazol-1-yl)-[1,1'-biphenyl]-4-yl)piperidine-1-carboxylate C(#N)C=1C=C(C=C(C1)N1N=NC(=C1)C1=CC=C(C=C1)C(F)(F)F)C1=CC=C(C=C1)C1CCN(CC1)C(=O)OC(C)(C)C